OC1=C(C=CC(=C1)OCCCCCCCC)C1=CC=CC=C1 2-hydroxy-4-octyloxybiphenyl